(E)-14-iodotetradecane-13-ene I/C=C/CCCCCCCCCCCC